((5-(4-methoxy-3-methylphenyl)thiophen-2-yl)methyl)benzamide COC1=C(C=C(C=C1)C1=CC=C(S1)CC1=C(C(=O)N)C=CC=C1)C